6-chloro-5-iodo-1,2-dimethyl-1H-benzo[d]imidazole ClC=1C(=CC2=C(N(C(=N2)C)C)C1)I